O1C(CCCC1)OCC12CCC(C1)(C2)C2=NNC=C2 3-(4-(((tetrahydro-2H-pyran-2-yl)oxy)methyl)bicyclo[2.1.1]hexan-1-yl)-1H-pyrazole